OC1=CC(C(=C(C1O)O)C(\C=C\C1=CC(=C(C=C1)O)O)=O)=O 3,4,5-trihydroxy-6-[(2E)-3-(3,4-dihydroxyphenyl)-1-keto-2-propen-1-yl]-2,5-cyclohexadien-1-one